S1C(=CC=C1)C(C(C)=O)=O 1-(thiophen-2-yl)propane-1,2-dione